C(CCCC\C=C/C\C=C/C\C=C/CCCCC)(=O)O (6,9,12)-linolenic acid